ClC1=C(C=C2C(=N1)CN(C2)C(=O)OC)OC methyl 2-chloro-3-methoxy-5,7-dihydropyrrolo[3,4-b]pyridine-6-carboxylate